O=C1NCC2=CC=CC=C12 1-OXO-ISOINDOLIN